racemic-6-chloro-N-(2,2-difluorocyclobutyl)-8-((4-methoxybenzyl)(methyl)amino)imidazo[1,2-b]pyridazine-3-carboxamide ClC=1C=C(C=2N(N1)C(=CN2)C(=O)N[C@H]2C(CC2)(F)F)N(C)CC2=CC=C(C=C2)OC |r|